C(C)(C)N1N=C(C=2C=NC(=CC21)NC2=NC(=NC=C2)N2CCC(CC2)OC)N2CCC(CC2)N(C)CC=2C=C(C=CC2)NC2C(NC(CC2)=O)=O 3-((3-(((1-(1-isopropyl-6-((2-(4-methoxypiperidin-1-yl)pyrimidin-4-yl)amino)-1H-pyrazolo[4,3-c]pyridin-3-yl)piperidin-4-yl)(methyl)amino)methyl)phenyl)amino)piperidine-2,6-dione